C(#C)C=1C(=CC=C2C=C(C=C(C12)C1=C(C=2N=C(N=C(C2C=N1)N1CC2CCC(C1)N2C(=O)OC(C)(C)C)OCC=O)F)OCOC)F tert-butyl 3-[7-[8-ethynyl-7-fluoro-3-(methoxymethoxy)-1-naphthyl]-8-fluoro-2-(2-oxoethoxy)pyrido[4,3-d]pyrimidin-4-yl]-3,8-diazabicyclo[3.2.1]octane-8-carboxylate